C(C)(C)(C)OC(N(CCC(N1CCN(CC1)C1=NC=C(C=N1)C(F)(F)F)=O)C)=O tert-butyl-N-methyl-N-[3-oxo-3-[4-[5-(trifluoromethyl)pyrimidin-2-yl]piperazin-1-yl]propyl]carbamate